O=C(C(C(=O)O)=O)CCC1=CC=CC=C1.C1(CCCCC1)C1=CC=C(C=N1)CN(C(=O)[C@@H]1N(CC1)C(=O)OC(C)(C)C)C1=C(C=CC=C1)F tert-butyl (R)-2-(((6-cyclohexylpyridin-3-yl)methyl)(2-fluorophenyl)carbamoyl)azetidine-1-carboxylate dioxobenzenevalerate